tert-butyl 4-oxo-2-(1-(4-vinylthiophen-2-yl)cyclopropyl)-3,5,7,8-tetrahydropyrido[4,3-d]pyrimidine-6(4H)-carboxylate O=C1C2=C(N=C(N1)C1(CC1)C=1SC=C(C1)C=C)CCN(C2)C(=O)OC(C)(C)C